7-[[5-(4-methylpiperazin-1-yl)-2-pyridyl]amino]-4-([1,2,4]triazolo[1,5-a]pyridin-7-yl)isoindolin-1-one CN1CCN(CC1)C=1C=CC(=NC1)NC=1C=CC(=C2CNC(C12)=O)C1=CC=2N(C=C1)N=CN2